carbon niobium-tungsten [W].[Nb].[C]